3-(4-vinylbenzyl)-1H-imidazolium 4-vinylbenzenesulfonate C(=C)C1=CC=C(C=C1)S(=O)(=O)[O-].C(=C)C1=CC=C(C[N+]2=CNC=C2)C=C1